C(C)OC1=C(C=CC=C1)C=O (2-ethoxyphenyl)methanone